(R)-7-((6-((dimethyl-amino)methyl)-5-(tetrahydrofuran-3-yl)pyridin-2-yl)amino)-4-(7-methyl-pyrazolo[1,5-a]pyridin-3-yl)isoindolin-1-one CN(C)CC1=C(C=CC(=N1)NC=1C=CC(=C2CNC(C12)=O)C=1C=NN2C1C=CC=C2C)[C@@H]2COCC2